5-bromo-2-((4-(trifluoromethyl)benzyl)thio)benzo[d]oxazole BrC=1C=CC2=C(N=C(O2)SCC2=CC=C(C=C2)C(F)(F)F)C1